3-(1-aminoethyl)-2-methoxybenzonitrile NC(C)C=1C(=C(C#N)C=CC1)OC